2-(7-((2S,5R)-2,5-diethyl-4-(1-(2-ethyl-4-fluorophenyl)ethyl)piperazin-1-yl)-4-methyl-5-oxo-4,5-dihydro-2H-pyrazolo[4,3-b]pyridin-2-yl)acetonitrile C(C)[C@@H]1N(C[C@H](N(C1)C(C)C1=C(C=C(C=C1)F)CC)CC)C=1C=2C(N(C(C1)=O)C)=CN(N2)CC#N